bis[(aminophenoxy) phenyl] sulfone NC1=C(OC2=C(C=CC=C2)S(=O)(=O)C2=C(C=CC=C2)OC2=C(C=CC=C2)N)C=CC=C1